Cl.[Cl-].NCCCOC(=O)OC[N+]1=C(N(C=C1)CC1CCC=2N(C3=CC=CC=C3C2C1=O)C)C 3-[[[(3-aminopropoxy)carbonyl]oxy]methyl]-2-methyl-1-[(2,3,4,9-tetrahydro-9-methyl-4-oxo-1H-carbazol-3-yl)methyl]-1H-imidazolium chloride hydrochloride